ClC=1C(=CC=C2C(=NNC12)C=1CNCCC1)F 7-Chloro-6-fluoro-3-(1,2,5,6-tetrahydropyridin-3-yl)-1H-indazole